NCCN(CCNC(OC(C)(C)C)=O)C tert-butyl N-[2-[(2-aminoethyl)(methyl)amino]ethyl]carbamate